C1(CC1)C(C(C(=O)NC1=CC=C(C=C1)C=1C(=NNC1C)C)C1=NN=C(N1)C=1C(=NC=CC1)OC)C1CC1 3,3-dicyclopropyl-N-[4-(3,5-dimethyl-1H-pyrazol-4-yl)phenyl]-2-[5-(2-methoxy-3-pyridyl)-4H-1,2,4-triazol-3-yl]propanamide